ClC1=CC=2C=3C=CC(=CC3N(C(N(C2N=C1)CC)=O)C1=C(C=C(C=C1)NCCNC)F)Cl 4,13-dichloro-8-ethyl-10-(2-fluoro-4-{[2-(methylamino)ethyl]amino}phenyl)-6,8,10-triazatricyclo[9.4.0.02,7]pentadeca-1(11),2(7),3,5,12,14-hexaen-9-one